3-[2-(4-Methyl-[1,4]diazepan-1-yl)-1,7,11b-triaza-benzo[c]fluoren-6-yl]-4H-[1,2,4]oxadiazol-5-one CN1CCN(CCC1)C1=NC2=C(C=C(C3=NC=4C=CC=CC4N23)C2=NOC(N2)=O)C=C1